C(#C)C=1C=C(C(=NC1N1N=CC=N1)C)NC(=O)C=1C=NN(C1C(F)(F)F)C1=C2C=CNC(C2=CC=C1)=O N-(5-ethynyl-2-methyl-6-(2H-1,2,3-triazol-2-yl)pyridin-3-yl)-1-(1-oxo-1,2-dihydroisoquinolin-5-yl)-5-(trifluoromethyl)-1H-pyrazole-4-carboxamide